C(C1=CC=CC=C1)N1C2C(C(C1)(F)F)CN(C2)C(=O)OC(C)(C)C tert-butyl 1-benzyl-3,3-difluoro-hexahydropyrrolo[3,4-B]pyrrole-5(1H)-carboxylate